(S)-tert-butyl 4-(2-(2,6-dioxopiperidin-3-yl)-6-fluoro-1,3-dioxoisoindolin-5-yl)piperazine-1-carboxylate O=C1NC(CC[C@@H]1N1C(C2=CC(=C(C=C2C1=O)N1CCN(CC1)C(=O)OC(C)(C)C)F)=O)=O